NC1=NC(=NN1CCC[Si](OC)(OC)OC)SC 5-Amino-3-methylsulfanyl-1-[3-(trimethoxysilyl)propyl]-1,2,4-triazole